ClC1=CC(=C(C=C1)O)OC 4-chloro-2-methoxyphenol